(1R,4S)-4-((tert-butoxycarbonyl)amino)cyclopent-2-enecarboxylic acid C(C)(C)(C)OC(=O)N[C@@H]1C=C[C@@H](C1)C(=O)O